xylylenediammonium adipate C(CCCCC(=O)[O-])(=O)[O-].C=1(C(=CC=CC1)C[NH3+])C[NH3+]